1-[(3R)-1-Methylpyrrolidin-3-yl]-2-[(3R)-tetrahydro-furan-3-yl]-1H-imidazo[4,5-c]quinoline-8-carbonitrile CN1C[C@@H](CC1)N1C(=NC=2C=NC=3C=CC(=CC3C21)C#N)[C@@H]2COCC2